2'-(ethoxymethyl)-6-fluoro-[1,1'-biphenyl]-2-sulfonamide C(C)OCC1=C(C=CC=C1)C=1C(=CC=CC1F)S(=O)(=O)N